4-[3-(5-cyclopropylpyrazin-2-yl)-N-(2,2-difluoroethyl)-5-fluoro-anilino]-5-fluoro-1-(trideuteriomethyl)quinazolin-2-one C1(CC1)C=1N=CC(=NC1)C=1C=C(N(CC(F)F)C2=NC(N(C3=CC=CC(=C23)F)C([2H])([2H])[2H])=O)C=C(C1)F